6-(oxetan-3-yl)pyridazin-3-amine O1CC(C1)C1=CC=C(N=N1)N